C(C#C)NC1=CC=C(C#N)C=C1 4-(prop-2-yn-1-ylamino)Benzonitrile